CC(C=O)CC1=CC=C(C=C1)CC(C)C 2-methyl-3-(4-isobutylphenyl)-propanal